C(N)(OC1CCNCC1)=O piperidine-4-yl carbamate